8-ethyl-3-hydrazineyl-1-(4-methoxybenzyl)quinoxalin-2(1H)-one C(C)C=1C=CC=C2N=C(C(N(C12)CC1=CC=C(C=C1)OC)=O)NN